4-hydroxy-3,5-diiodo-benzylalcohol OC1=C(C=C(CO)C=C1I)I